C(C)O[Fe](OCC)OCC triethoxyiron